I.[Al] aluminum hydriodide